racemic-7-(3-(1-(2,2-difluoro-1-(4-fluorophenyl)propyl)-3-methyl-1H-pyrazol-4-yl)-2-fluorophenyl)-[1,2,4]triazolo[1,5-a]pyridin-2-amine FC([C@@H](C1=CC=C(C=C1)F)N1N=C(C(=C1)C=1C(=C(C=CC1)C1=CC=2N(C=C1)N=C(N2)N)F)C)(C)F |r|